13,19-Dichloro-5-fluoro-14-hydroxy-16,16-dioxo-9-oxa-16λ6-thia-4,17-diazatetracyclo[16.3.1.111,15.02,7]tricosa-1(21),2(7),3,5,11,13,15(23),18(22),19-nonaen-10-one ClC=1C=C2C(OCC=3C=C(N=CC3C3=CC=C(C(NS(C(C1O)=C2)(=O)=O)=C3)Cl)F)=O